CN(C)CC1CN(CCC1(O)C=1C=C(C(=O)N)C=CC1)CCCC1=CC=CC=C1 syn-3-[3-[(dimethylamino)methyl]-4-hydroxy-1-(3-phenylpropyl)piperidin-4-yl]benzamide